C(C1=CC=CC=C1)OC(=O)N1CC(C1)C(=O)O 1-[(benzyloxy)carbonyl]azetidine-3-carboxylic acid